N1=CN=CC=2N=C3N(C(C21)=O)CCC3 7,8-dihydropyrimido[5,4-d]pyrrolo[1,2-a]pyrimidin-10-one